1-Acetyl-6-(1-isopropyl-1H-pyrazol-3-yl)-2,3-dihydro-1H-imidazo[1,2-a]imidazol C(C)(=O)N1C=2N(CC1)C=C(N2)C2=NN(C=C2)C(C)C